tri-n-pentylaluminium C(CCCC)[Al](CCCCC)CCCCC